2-chloro-1-(2,4-dichlorophenyl)ethan-1-one ClCC(=O)C1=C(C=C(C=C1)Cl)Cl